tert-butyl N-[1-methyl-2-[4-(4,4,5,5-tetramethyl-1,3,2-dioxaborolan-2-yl)pyrazol-1-yl]ethyl]carbamate CC(CN1N=CC(=C1)B1OC(C(O1)(C)C)(C)C)NC(OC(C)(C)C)=O